C(N)(=N)C=1C=C(SC1)[C@@H](C)NC(=O)[C@H]1N(C[C@@H](C1)OC(F)F)C(CNC(C1=CC=C(C=C1)C(C1=CC=CC=C1)(F)F)=O)=O (2S,4R)-N-((R)-1-(4-carbamimidoylthiophen-2-yl)ethyl)-1-((4-(difluoro(phenyl)methyl)benzoyl)glycyl)-4-(difluoromethoxy)pyrrolidine-2-carboxamide